COC(=O)C=1C=C2C(=NC1)C[C@@]1(C(NC3=NC=C(C=C31)Br)=O)C2 (S)-5'-bromo-2'-oxo-1',2',5,7-tetrahydrospiro[cyclopenta[b]pyridine-6,3'-pyrrolo[2,3-b]pyridine]-3-carboxylic acid methyl ester